C1(CC1)[C@@H](NC(=O)[C@@H]1N(CCCC1)C(C1=CC(=CC=C1)S(N)(=O)=O)=O)C1=C(C=C(C=C1)C(F)(F)F)F (2R)-N-((R)-cyclopropyl(2-fluoro-4-(trifluoromethyl)phenyl)methyl)-1-(3-sulfamoylbenzoyl)-2-piperidinecarboxamide